2-fluoro-N-((2s,3r)-2-fluoro-3-(4-fluorophenyl)-3-hydroxy-2-methylpropyl)-6-methylbenzamide FC1=C(C(=O)NC[C@]([C@H](O)C2=CC=C(C=C2)F)(C)F)C(=CC=C1)C